(2R)-3-[[4-(4,5-difluoro-2-hydroxy-phenyl)phthalazin-1-yl]amino]propane-1,2-diol FC1=CC(=C(C=C1F)C1=NN=C(C2=CC=CC=C12)NC[C@H](CO)O)O